(-)-5-(amino(pyridin-4-yl)methyl)-2-fluoroaniline NC(C=1C=CC(=C(N)C1)F)C1=CC=NC=C1